O1CC(CC1)N[C@H](COC1=NC2=CC=CC=C2C(=N1)O)C=C [(2S)-2-(oxolan-3-ylamino)but-3-en-1-yl]oxyquinazolin-4-ol